(2E)-3-(benzenesulfonyl)-3-fluoroprop-2-en C1(=CC=CC=C1)S(=O)(=O)/C(=C/C)/F